N-(2-chloro-6-methylphenyl)-3-ethoxyacrylamide methyl-3-methoxypropanoate COC(CCOC)=O.ClC1=C(C(=CC=C1)C)NC(C=COCC)=O